(1r,4r)-4-(aminomethyl)cyclohexane-1-carboxylic acid methyl ester COC(=O)C1CCC(CC1)CN